3-(piperidin-1-yl)cyclohexan-1-amine N1(CCCCC1)C1CC(CCC1)N